methyl tridecenoate C(C=CCCCCCCCCCC)(=O)OC